azido-deoxythymidine tert-Butyl-1,1-difluoro-7-((4-(2-(2,3,5-trifluoro-4-((phenylmethyl)sulfonamido)phenoxy)pyridin-3-yl)pyrimidin-2-yl)amino)-5-azaspiro[2.5]octane-5-carboxylate C(C)(C)(C)C1C(C12CN(CC(C2)NC2=NC=CC(=N2)C=2C(=NC=CC2)OC2=C(C(=C(C(=C2)F)NS(=O)(=O)CC2=CC=CC=C2)F)F)C(=O)OC[C@@H]2[C@H](C[C@@](O2)(N2C(=O)NC(=O)C(C)=C2)N=[N+]=[N-])O)(F)F